C(C)(C)(C)OC(NC1CCC(CC1)C1=CC(=C2C(=NC=NN21)N)Br)=O (4-(4-amino-5-bromopyrrolo[2,1-f][1,2,4]triazin-7-yl)cyclohexyl)carbamic acid tert-butyl ester